2-[[6-[5-Chloro-3-[1-[(3,3-difluorocyclopentyl)methyl]pyrazol-4-yl]quinoxalin-6-yl]oxy-2-methyl-benzimidazol-1-yl]methoxy]ethyl-trimethyl-silane ClC1=C2N=C(C=NC2=CC=C1OC=1C=CC2=C(N(C(=N2)C)COCC[Si](C)(C)C)C1)C=1C=NN(C1)CC1CC(CC1)(F)F